6-(4-chloro-3-isopropyl-3H-imidazo[4,5-c]pyridin-6-yl)-1-((1s,3s)-3-(3-fluoro-3-methylpiperidin-1-yl)cyclobutyl)-1'-(oxetan-3-yl)spiro[indolin-3,4'-piperidin]-2-one ClC1=NC(=CC2=C1N(C=N2)C(C)C)C2=CC=C1C(=C2)N(C(C12CCN(CC2)C2COC2)=O)C2CC(C2)N2C[C@@](CCC2)(C)F